1-(4-(4-((3-chloro-4-((5,6,7,8-tetrahydroimidazo[1,2-a]pyridin-3-yl)methoxy)phenyl)amino)-7H-pyrrolo[2,3-d]pyrimidin-5-yl)piperidin-1-yl)prop-2-en-1-one ClC=1C=C(C=CC1OCC1=CN=C2N1CCCC2)NC=2C1=C(N=CN2)NC=C1C1CCN(CC1)C(C=C)=O